CC=1OC(=C(N1)C1=CC=CC=C1)C1C2=CC=CC=C2OC=2C(=CC=CC12)C1=CC=CC=C1 2-Methyl-4-phenyl-5-(4-phenyl-9H-xanthen-9-yl)oxazole